2-bromo-4-(tert-butyl)-1-(phenylethynyl)benzene BrC1=C(C=CC(=C1)C(C)(C)C)C#CC1=CC=CC=C1